(4Z,7S,8E,10Z,12E,14E,16R,17S,19Z)-7,16,17-trihydroxydocosa-4,8,10,12,14,19-hexaenoic Acid O[C@@H](C\C=C/CCC(=O)O)\C=C\C=C/C=C/C=C/[C@H]([C@H](C\C=C/CC)O)O